O=C1NC(CCC1N1C(C2=CC=C(C=C2C1=O)N([C@@H]1[C@@H](CCCC1)NCC=1C=NC=CC1)C)=O)=O 2-(2,6-dioxopiperidin-3-yl)-5-(methyl((1S,2R)-2-((pyridin-3-ylmethyl)amino)cyclohexyl)amino)isoindoline-1,3-dione